OC1=CC=C2C(C(COC2=C1)C1=CC=CC=C1)C1=CC=C(C=C1)N1CCC(CC1)N1CCN(CC1)CC=1C=C(C=CC1)C1C(NC(CC1)=O)=O 3-(3-((4-(1-(4-(7-hydroxy-3-phenylchroman-4-yl)phenyl)piperidin-4-yl)piperazin-1-yl)methyl)phenyl)piperidine-2,6-dione